ClC=1C2=NC=3CCN(CC3N2C(=CC1Cl)C=1C=NC=NC1)C(=O)OC(C)(C)C Tert-butyl 10,11-dichloro-13-pyrimidin-5-yl-1,4,8-triazatricyclo[7.4.0.02,7]trideca-2(7),8,10,12-tetraene-4-carboxylate